C(C1=CC=CC=C1)C1(CC1)OC(=O)N[C@@H](CC(C)C)C(=O)OC methyl ((1-benzylcyclopropoxy) carbonyl)-leucinate